7-bromo-3-cyclopropyl-4-(3-methyl-4-methylsulfonyl-phenyl)-1-tetrahydropyran-2-yl-pyrazolo[4,3-c]pyridine BrC=1C2=C(C(=NC1)C1=CC(=C(C=C1)S(=O)(=O)C)C)C(=NN2C2OCCCC2)C2CC2